Cl.Cl.ClC1=C(C=CC=C1)C=1OC2=C(C(C1)=O)C(=CC(=C2[C@@H]2[C@@H](CN(CC2)C)O)OC(N(CC2NCCCC2)CC)=O)O Ethyl-[(piperidin-2-yl)methyl]carbamic acid 2-(2-chlorophenyl)-5-hydroxy-8-[(3s,4r)-3-hydroxy-1-methylpiperidin-4-yl]-4-oxo-4H-1-benzopyran-7-yl ester dihydrochloride